2-(2,6-dioxopiperidin-3-yl)-N-(7-fluorobenzo[b]thiophen-3-yl)-1-oxoisoindoline-5-carboxamide O=C1NC(CCC1N1C(C2=CC=C(C=C2C1)C(=O)NC=1C2=C(SC1)C(=CC=C2)F)=O)=O